4-(1-ethyl-1H-pyrazol-5-yl)aniline C(C)N1N=CC=C1C1=CC=C(N)C=C1